[Na+].P(=O)(OCCOCCCCCCCCCCCCC)([O-])[O-].[Na+] tridecyloxyethylene phosphate sodium salt